(5-(benzo[b]thiophen-3-yl-(hydroxy)methyl)-2-fluoro-4-methoxyphenyl)carbamic acid tert-butyl ester C(C)(C)(C)OC(NC1=C(C=C(C(=C1)C(O)C=1C2=C(SC1)C=CC=C2)OC)F)=O